BrCCOC1=CC(=C(C=C1)F)Cl 4-(2-bromoethoxy)-2-chloro-1-fluorobenzene